ClC1=CC=C(CC2=NOC3=C2C(C=2C=CC=CC2C3=O)=O)C=C1 3-(4-chlorobenzyl)-naphtho[2,3-d]isoxazole-4,9-dione